6-[5-(1-bromoethyl)-1,2,4-triazol-1-yl]pyridine-3-carbonitrile BrC(C)C1=NC=NN1C1=CC=C(C=N1)C#N